Bis(2-hexyloctyl) 12-(3-(diethylamino)propyl)-8,16-dioxo-6,18-dipentyl-7,9,15,17-tetraoxa-12-azatricosanedioate C(C)N(CCCN(CCOC(OC(CCCCC(=O)OCC(CCCCCC)CCCCCC)CCCCC)=O)CCOC(OC(CCCCC(=O)OCC(CCCCCC)CCCCCC)CCCCC)=O)CC